C(C=C)N1N(C2=NC(=NC=C2C1=O)SC)C1=CC=C2C(=N1)[C@@](CC2)(O)CC 2-allyl-1-[(7R)-7-ethyl-7-hydroxy-5,6-dihydrocyclopenta[b]pyridin-2-yl]-6-methylsulfanyl-pyrazolo[3,4-d]pyrimidin-3-one